7-(2-amino-1,3-thiazol-5-yl)-2-methyl-3H-quinazolin-4-one NC=1SC(=CN1)C1=CC=C2C(NC(=NC2=C1)C)=O